NC1=CC=C(C=N1)N1CCC(CC1)CCC1CCN(CC1)C1=CC=C(C=C1)C1C(N(C(CC1)=O)CC1=CC=C(C=C1)OC)=O 3-(4-(4-(2-(1-(6-aminopyridin-3-yl)piperidin-4-yl)ethyl)piperidin-1-yl)phenyl)-1-(4-methoxybenzyl)piperidine-2,6-dione